CCCCCCCCCCCCCC(=O)OC[C@H](COC(=O)CCC/C=C\\C/C=C\\C/C=C\\C/C=C\\C/C=C\\CC)OC(=O)CCCCCCC/C=C\\C/C=C\\CCCCC The molecule is a triacylglycerol 52:7 in which the acyl groups at positions 1, 2 and 3 are specified as tetradecanoyl, (9Z,12Z)-octadecadienoyl and (5Z,8Z,11Z,14Z,17Z)-icosapentaenoyl respectively. It has a role as a human xenobiotic metabolite.